sodium (S)-3-(5-(3,5-dimethylisoxazol-4-yl)thiophen-2-yl)-3-(3-(1-methyl-4-oxido-2-oxo-1,2-dihydropyridin-3-yl)ureido)propanoate CC1=NOC(=C1C1=CC=C(S1)[C@H](CC(=O)[O-])NC(=O)NC=1C(N(C=CC1[O-])C)=O)C.[Na+].[Na+]